O=C1NC2(C(N1)=O)CCN(CC2)C(=O)C=2C=C(C=CC2)NC(C)=O N-(3-(2,4-dioxo-1,3,8-triazaspiro[4.5]decane-8-carbonyl)phenyl)acetamide